Cl.Cl.N1C[C@@H](CCC1)CNS(=O)(=O)C1=CC=C(C=C1)C1C(C1)C(=O)N 2-(4-(N-(((R)-piperidin-3-yl)methyl)sulfamoyl)phenyl)-cyclopropane-1-carboxamide dihydrochloride